2-(4-Fluoro-phenyl)-N-(2-isopropyl-4-oxo-4H-quinazolin-3-yl)-propionamide FC1=CC=C(C=C1)C(C(=O)NN1C(=NC2=CC=CC=C2C1=O)C(C)C)C